C(C)(C)(C)OC1=CC=C(C=C1)C[C@@H](C(=O)NO)N1N=NC(=C1)CNS(=O)(=O)C=1SC(=CC1)C1=CC=CC=C1 (2S)-3-(4-tert-butoxyphenyl)-2-[4-[[(5-phenyl-2-thienyl)sulfonylamino]methyl]triazol-1-yl]propanehydroxamic acid